5-{6-[2-(2,4-Dimethoxy-phenyl)-ethylamino]-pyrimidin-4-yl}-3-ethoxy-thiophene COC1=C(C=CC(=C1)OC)CCNC1=CC(=NC=N1)C1=CC(=CS1)OCC